C(#N)CNC(C1=CC=C(C=C1)C1=NC(=NC=C1C)NC=1C=NN(C1)C1CC1)=O N-(cyanomethyl)-4-(2-((1-cyclopropyl-1H-pyrazol-4-yl)amino)-5-methylpyrimidin-4-yl)benzamide